NC1=C(C2=C(S1)C(=CC=C2C2=C(C=C1C(=NC(=NC1=C2F)F)N2CC1CCC(C2)N1C(=O)OC(C)(C)C)C(F)(F)F)F)C#N tert-butyl 3-(7-(2-amino-3-cyano-7-fluorobenzo[b]thiophen-4-yl)-2,8-difluoro-6-(trifluoromethyl)quinazolin-4-yl)-3,8-diazabicyclo[3.2.1]octane-8-carboxylate